(E)-3-(4-Chloro-1H-indazol-6-yl)-N-(2,3-dihydro-1H-inden-1-yl)acrylamid ClC1=C2C=NNC2=CC(=C1)/C=C/C(=O)NC1CCC2=CC=CC=C12